O[C@H](CN(C(C1=C(C=C(C=C1)C1=CN(C2=NC=C(N=C21)C=2C=C1CCN(CC1=C(C2)OC)C)S(=O)(=O)C2=CC=C(C)C=C2)C)=O)C)C (S)-N-(2-hydroxypropyl)-4-(2-(8-methoxy-2-methyl-1,2,3,4-tetrahydroisoquinolin-6-yl)-5-tosyl-5H-pyrrolo[2,3-b]pyrazin-7-yl)-N,2-dimethylbenzamide